C1(=CC=CC=C1)SC1=CC=CC=C1 Di-phenylthioether